pentanediol acrylate C(C=C)(=O)OC(CCCC)O